(3-((4-cyano-3-(1,3-dioxolan-2-yl)-2-fluorophenoxy)methyl)phenyl)carbamic acid tert-butyl ester C(C)(C)(C)OC(NC1=CC(=CC=C1)COC1=C(C(=C(C=C1)C#N)C1OCCO1)F)=O